1,3-diisopropyl-5-vinyl-benzene C(C)(C)C1=CC(=CC(=C1)C=C)C(C)C